4,4-bis(para-hydroxyphenyl)valeric acid OC1=CC=C(C=C1)C(CCC(=O)O)(C)C1=CC=C(C=C1)O